(cyclopropylmethyl)-N-methyl-N-(1-methyl-1H-pyrazol-4-yl)-1,2,3,4-tetrahydroisoquinolin-7-amine hydrochloride Cl.C1(CC1)CC1NCCC2=CC=C(C=C12)N(C=1C=NN(C1)C)C